C(=O)(OC(C)(C)C)NCC(=O)OCC=C N-boc-glycine, allyl ester